C(CCCCCCCCCCCCCCCCC)(=O)O.C(=O)(OC(C)=O)C(O)C(O)C(=O)OC(C)=O diacetyl tartrate monostearate